6-Chloro-9-cyclobutyl-2-(propylthio)-9H-purine ClC1=C2N=CN(C2=NC(=N1)SCCC)C1CCC1